CN(CC(C)C=1SC2=C(N1)C=C(C=C2)C2=NC[C@H](CC2)C)C N,N-dimethyl-2-(5-((S)-5-methyl-3,4,5,6-tetrahydropyridin-2-yl)benzo[d]thiazol-2-yl)propan-1-amine